N-methyl-aminobutyraldehyde CNC(C=O)CC